6-(1-methyl-1H-pyrazol-4-yl)-3-piperazin-1-ylpyrazolo[1,5-a]pyrimidine CN1N=CC(=C1)C=1C=NC=2N(C1)N=CC2N2CCNCC2